C1(CC1)C1=NNC(=N1)C1CC2(CN(C2)C(=O)N2CC3(C2)CC(C3)CN3N=NC(=C3)C(F)(F)F)C1 [6-(3-cyclopropyl-1H-1,2,4-triazol-5-yl)-2-azaspiro[3.3]heptan-2-yl]-[6-[[4-(trifluoromethyl)triazol-1-yl]methyl]-2-azaspiro[3.3]heptan-2-yl]methanone